ClC=1C(=C(C=CC1)NC1=C(NC2=C1C(NCC2)=O)C2=C(C=NC=C2)C#CC2NCCCC2)OC 3-[(3-chloro-2-methoxyphenyl)amino]-2-{3-[2-(piperidin-2-yl)ethynyl]pyridin-4-yl}-1H,5H,6H,7H-pyrrolo[3,2-c]pyridin-4-one